C(C)OC(=O)C1N=C(OC1)C1=CC=C(C=C1)C 2-(p-tolyl)-4,5-dihydro-oxazole-4-carboxylic acid ethyl ester